3,6-dichloro-1-(3-((1-(2-methoxypyridin-3-yl)-4-nitro-1H-pyrazol-3-yl)oxy)propyl)-1H-pyrazolo[3,4-d]pyrimidine ClC1=NN(C2=NC(=NC=C21)Cl)CCCOC2=NN(C=C2[N+](=O)[O-])C=2C(=NC=CC2)OC